3-(3-chloro-4-methylphenyl)-N-cyclopropyl-3H-imidazo[4,5-b]pyridine-2-carboxamide ClC=1C=C(C=CC1C)N1C(=NC=2C1=NC=CC2)C(=O)NC2CC2